[(1R,2S)-2-hydroxy-1-hydroxymethyl-2-(2-tridecyl-1-cyclopropenyl)ethyl]octanamide O[C@@H]([C@@H](CO)C(C(=O)N)CCCCCC)C1=C(C1)CCCCCCCCCCCCC